γ-glycidyl-oxypropyl-trimethylsilane C(C1CO1)OCCC[Si](C)(C)C